(3-bromophenyl)-4-(methylamino)-5H-naphtho[1,8-cd]isothiazol-5-one-1,1-dioxide BrC=1C=C(C=CC1)C1=C(C(C2=CC=CC3=C2C1=NS3(=O)=O)=O)NC